C(C(CS)S)O The molecule is a dithiol that is propane-1,2-dithiol in which one of the methyl hydrogens is replaced by a hydroxy group. a chelating agent originally developed during World War II as an experimental antidote against the arsenic-based poison gas Lewisite, it has been used clinically since 1949 for the treatment of poisoning by arsenic, mercury and gold. It can also be used for treatment of poisoning by antimony, bismuth and possibly thallium, and (with sodium calcium edetate) in cases of acute leaad poisoning. Administration is by (painful) intramuscular injection of a suspension of dimercaprol in peanut oil, typically every 4 hours for 2-10 days depending on the toxicity. In the past, dimercaprol was also used for the treatment of Wilson's disease, a severely debilitating genetic disorder in which the body tends to retain copper, with resultant liver and brain injury. It has a role as a chelator. It is a dithiol and a primary alcohol.